COC(=O)C=1C=CC2=C(N(C(=N2)CN2CCC(CC2)C2=NC(=CC=C2)OCC=2SC(=CC2)C#N)C[C@H]2OCC2)C1 (S)-2-((4-(6-((5-cyanothiophen-2-yl)methanOxy)pyridin-2-yl)piperidin-1-yl)methyl)-1-(oxetan-2-ylmethyl)-1H-benzo[d]imidazole-6-carboxylic acid methyl ester